N-[2-(2-Methylpyridin-4-yl)-[1,3]thiazolo[5,4-c]pyridin-6-yl]-5-(oxan-4-yl)-6-({[(3S)-oxolan-3-yl]amino}methyl)pyridin-2-amine CC1=NC=CC(=C1)C=1SC=2C=NC(=CC2N1)NC1=NC(=C(C=C1)C1CCOCC1)CN[C@@H]1COCC1